(R)-N-(3-cyclopropylisoxazol-5-yl)-2-(3,4-dicyanophenyl)-2-((R)-3,3-difluorocyclopentyl)acetamide C1(CC1)C1=NOC(=C1)NC([C@H]([C@H]1CC(CC1)(F)F)C1=CC(=C(C=C1)C#N)C#N)=O